6-((5-chloro-3-(2,2-difluoroethoxy)pyridin-2-yl)oxy)-3-methyl-N-(3-methyl-1,1-dioxidothietan-3-yl)imidazo[1,2-b]pyridazine-2-carboxamide ClC=1C=C(C(=NC1)OC=1C=CC=2N(N1)C(=C(N2)C(=O)NC2(CS(C2)(=O)=O)C)C)OCC(F)F